O1C(CCC1)CNC(=O)C=1C=C(C=2N(N1)C=CC2)CC2=CC=C(C=C2)Br N-[Tetrahydrofuran-2-yl-methyl]-4-(4-bromobenzyl)-pyrrolo[1,2-b]pyridazin-2-carboxamid